2-(3-Acetyl-5-(2-methylpyrimidin-5-yl)-1H-indazol-1-yl)-1-((1R,3S,5R)-2-azabicyclo[3.1.0]hexan-3-yl)ethan-1-one TFA salt OC(=O)C(F)(F)F.C(C)(=O)C1=NN(C2=CC=C(C=C12)C=1C=NC(=NC1)C)CC(=O)[C@H]1N[C@@H]2C[C@@H]2C1